Dichloro(bis{di-tert-butyl-[4-(dimethylamino)phenyl]}Phosphoranylidene)palladium Cl[Pd](=P(C1=C(C(=C(C=C1)N(C)C)C(C)(C)C)C(C)(C)C)C1=C(C(=C(C=C1)N(C)C)C(C)(C)C)C(C)(C)C)Cl